2,6-dichloro-N-[(1r,4r)-4-methoxycyclohexyl]pyrimidine-4-carboxamide ClC1=NC(=CC(=N1)C(=O)NC1CCC(CC1)OC)Cl